N-(4-((3-chloro-4-fluorophenyl)amino)-5-(3,4-dimethoxyphenyl)quinazolin-6-yl)-3-(1-methylpyrrolidin-2-yl)acrylamide ClC=1C=C(C=CC1F)NC1=NC=NC2=CC=C(C(=C12)C1=CC(=C(C=C1)OC)OC)NC(C=CC1N(CCC1)C)=O